N-(3-sulfamoylphenyl)-5-(trifluoro-methyl)pyridine-3-carboxamide S(N)(=O)(=O)C=1C=C(C=CC1)NC(=O)C=1C=NC=C(C1)C(F)(F)F